N-octyl-alpha-heptyl-nitrone C(CCCCCCC)[N+](=CCCCCCCC)[O-]